N1N=CC=C1C1CN(CCC1)C=1C2=C(N=C(N1)N)NCCC2 4-(3-(1H-pyrazol-5-yl)piperidin-1-yl)-5,6,7,8-tetrahydropyrido[2,3-d]pyrimidin-2-amine